C12CC(CC(CC1)N2)C2=CC=C(C(=N2)C2=CCC(CC2)(C)C)N 6-(8-azabicyclo[3.2.1]octan-3-yl)-2-(4,4-dimethylcyclohexen-1-yl)pyridin-3-amine